C(C)(C)(C)OC(C1=CC(=C(C(=C1)N)Cl)N)=O tert.butyl-(4-chloro-3,5-diaminobenzoate)